1-cyanoethyl-2-phenylimidazole trimellitic acid salt C(C=1C(C(=O)O)=CC(C(=O)O)=CC1)(=O)O.C(#N)C(C)C=1N=C(NC1)C1=CC=CC=C1